2-methoxy-4-methyl-5-[2-(2-pyridinylamino)thiazol-5-yl]sulfanyl-benzoic acid COC1=C(C(=O)O)C=C(C(=C1)C)SC1=CN=C(S1)NC1=NC=CC=C1